bicyclo[2.2.1]heptane-2,3-dicarboxylate C12C(C(C(CC1)C2)C(=O)[O-])C(=O)[O-]